4-(2-amino-2-methylpropanoyl)-N-(1-(4-((exo-6-amino-3-azabicyclo[3.1.0]hexan-3-yl)methyl)cyclohexyl)-2-oxo-1,2-dihydropyrimidin-4-yl)piperazine-1-carboxamide hydrochloride salt Cl.NC(C(=O)N1CCN(CC1)C(=O)NC1=NC(N(C=C1)C1CCC(CC1)CN1CC2C(C2C1)N)=O)(C)C